3,5-DIBROMO-1-[2-(TRIFLUOROMETHYL)PHENYL]-1H-PYRAZOLE-4-CARBOXALDEHYDE BrC1=NN(C(=C1C=O)Br)C1=C(C=CC=C1)C(F)(F)F